C(C)OC(=O)C1=C(C2=C(NC3=CC=C(C=C3C2=O)OC)CCCC1)C1=CC=CC=C1 ethyl-2-methoxy-12-oxo-11-phenyl-5,6,7,8,9,12-hexahydrocycloocta[b]quinoline-10-carboxylate